4-chloro-2-(1H-pyrrolo[3,2-b]pyridin-7-yl)phenol ClC1=CC(=C(C=C1)O)C1=C2C(=NC=C1)C=CN2